1-(pyrimidin-2-yl)azetidin-3-amine N1=C(N=CC=C1)N1CC(C1)N